COC1=CC=C(CN(C2=CC(=CC(=N2)C2=C(C=C3C=NC(=NC3=C2F)F)Cl)C)CC2=CC=C(C=C2)OC)C=C1 7-(6-(bis(4-methoxybenzyl)amino)-4-methylpyridin-2-yl)-6-chloro-2,8-difluoroquinazoline